[Si](C)(C)(C(C)(C)C)OCCN(C(OC(C)(C)C)=O)CC=O tert-butyl (2-((tert-butyldimethylsilyl)oxy)ethyl)(2-oxoethyl)carbamate